CC1(OC(=CCO1)CC(C)=C=O)C 2,2-dimethyl-6-(2-carbonylpropyl)-4H-1,3-dioxin